3-(BENZO[D]THIAZOL-7-YL)-4-CYCLOPROPYL-N-(2-(TRIFLUOROMETHYL)PYRIDIN-4-YL)ISOTHIAZOLE-5-CARBOXAMIDE S1C=NC2=C1C(=CC=C2)C2=NSC(=C2C2CC2)C(=O)NC2=CC(=NC=C2)C(F)(F)F